N-(3-((S)-6-(2,6-dichloro-3,5-dimethoxyphenyl)-4,5,6,7-tetrahydro-1H-indazol-3-yl)tetrahydro-2H-pyran-4-yl)Acrylamide ClC1=C(C(=C(C=C1OC)OC)Cl)[C@H]1CCC=2C(=NNC2C1)C1COCCC1NC(C=C)=O